C(C)(=O)O[C@H]1[C@@H](SC=2C=CC(=NC2)C#N)O[C@@H]([C@@H]([C@@H]1N=[N+]=[N-])OC(C)=O)COC(C)=O 2-cyanopyridine-5-yl 2,4,6-tri-O-acetyl-3-azido-3-deoxy-1-thio-α-D-galactopyranoside